CC=1N(C(=CC1)C)C=1SC=2C(NCCC2N1)=O 2-(2,5-dimethyl-1H-pyrrol-1-yl)-6,7-dihydrothiazolo[5,4-c]pyridin-4(5H)-one